acryloxyicosyldifluoromethylsilane C(C=C)(=O)OCCCCCCCCCCCCCCCCCCCC[SiH2]C(F)F